N-(3-(trimethoxysilyl)propyl)-1,2-ethylenediamine CO[Si](CCCNCCN)(OC)OC